C(C=C(C)C)#N senecionitrile